CC(CN1CN(CN(C1)CC(O)C)CC(O)C)O α,α',α''-Trimethyl-1,3,5-triazin-1,3,5(2H,4H,6H)-triethanol